methyl 2-methyl-2-(piperidin-3-yl)propionate CC(C(=O)OC)(C)C1CNCCC1